N-Methyl-N-(piperidin-4-yl)-5-[4-(1H-pyrazol-4-yl)-1H-pyrrolo[2,3-c]pyridin-7-yl][1,3]thiazolo[5,4-d][1,3]thiazol-2-amin CN(C=1SC=2N=C(SC2N1)C=1N=CC(=C2C1NC=C2)C=2C=NNC2)C2CCNCC2